3-methyl-2-heptanone CC(C(C)=O)CCCC